BrCC=1C(=NC2=CC=CC=C2C1)Cl (bromomethyl)-2-chloroquinoline